COC1=CC=C(C=C1)C(=C(CCC1=CC=C(C=C1)OC)CC=C)CC=C 1,4-bis(p-methoxyphenyl)-1,2-diallyl-1-butene